C(N)(OC1=C(C=CC=C1)OC(N)=O)=O 1,2-phenylene dicarbamate